COCCOC(=O)N[C@H]1CN(CCC1)C=1SC=C(N1)C(=O)NC(C(=O)NC(C(=O)OC)=C)=C Methyl (R)-2-(2-(2-(3-(((2-methoxyethoxy)carbonyl)amino)piperidin-1-yl)thiazole-4-carboxamido)acrylamido)acrylate